aluminum iron (III) chloride [Fe](Cl)(Cl)Cl.[Al]